FC1=CC=C(C=C1)C(CN1CCN(CC1)C(=O)C1=NNC2=C1CCC2)=O 1-(4-Fluoro-phenyl)-2-[4-(1,4,5,6-tetrahydro-cyclopentapyrazole-3-carbonyl)-piperazin-1-yl]-ethanone